NCCCC(=O)NCCN 4-amino-N-(2-aminoethyl)butaneamide